N[C@H](C(=O)N1[C@@H]([C@H]2C([C@H]2C1)(C)C)C(=O)O)C(C)(C)O (1R,2S,5S)-3-((S)-2-amino-3-hydroxy-3-methylbutanoyl)-6,6-dimethyl-3-azabicyclo[3.1.0]hexane-2-carboxylic acid